C(C)OC(=O)C1C(N(N=C(C1)C1=CC=C(C=C1)Cl)C=1C=NN(C1)C)=O 6-(4-chlorophenyl)-2-(1-methyl-1H-pyrazol-4-yl)-3-oxo-2,3,4,5-tetrahydropyridazine-4-carboxylic acid ethyl ester